OC1=C(C(=O)O)C(=CC(=C1)OC)C=C1CCN(CC1)C(C1=CC(=CC=C1)Cl)=O 2-hydroxy-4-methoxy-6-{[1-(3-chlorobenzoyl)piperidin-4-ylidene]methyl}benzoic acid